((1r,4r)-4-hydroxycyclohexyl)-6-(1H-imidazol-1-yl)pyridinecarboxamide OC1CCC(CC1)C=1C(=NC(=CC1)N1C=NC=C1)C(=O)N